2-allyl-1-(6-(2-hydroxypropan-2-yl)pyridin-2-yl)-6-(methylsulfanyl)-1,2-dihydro-3H-pyrazolo[3,4-d]Pyrimidin-3-one C(C=C)N1N(C2=NC(=NC=C2C1=O)SC)C1=NC(=CC=C1)C(C)(C)O